1-ethyl-5-methyl-1H-pyrazole C(C)N1N=CC=C1C